C(#N)C1=CC=C(C=C1)C1=C(C=CC2=CC=CC=C12)SC(C(=O)O)(C)C 2-[[1-(4-cyanophenyl)naphthalen-2-yl]thio]-2-methylpropanoic acid